ClC1=CC=2N(C=C1)N=CC2C2=CN=C(S2)C(=O)[O-].[K+] potassium 5-(5-chloropyrazolo[1,5-a]pyridin-3-yl)thiazole-2-carboxylate